3,4,6,7,8,9-Hexahydro-2H-pyrimido[1,2-a]pyrimidin-1-ium [NH+]1=C2N(CCC1)CCCN2